C(C)(C)(C)OC(CC1=C2C=NN(C2=CC=C1[N+](=O)[O-])C)=O 2-(1-methyl-5-nitro-indazol-4-yl)acetic acid tert-butyl ester